[4-(4-methylphenylsulfanyl)phenyl]-benzophenone CC1=CC=C(C=C1)SC1=CC=C(C=C1)C1=C(C(=O)C2=CC=CC=C2)C=CC=C1